N1=CN=C(C=C1)C(=O)[O-] 4-pyrimidineformate